N-(2-aminoethyl)-3-((2-((tert-butoxycarbonyl)amino)ethyl)amino)-N-(3-((2-((tert-butoxycarbonyl)amino)ethyl)amino)-3-oxopropyl)-N-methyl-3-oxopropan-1-aminium 2,2,2-trifluoroacetate FC(C(=O)[O-])(F)F.NCC[N+](CCC(=O)NCCNC(=O)OC(C)(C)C)(C)CCC(=O)NCCNC(=O)OC(C)(C)C